4-(azetidin-1-yl)-3-(1H-pyrazol-3-yl)-1H-pyrrolo[2,3-b]pyridine N1(CCC1)C1=C2C(=NC=C1)NC=C2C2=NNC=C2